CC1=C(OC2=C1C=C(C=C2)NC(CCCCC2=CC=CC=C2)=O)C(=O)O 3-Methyl-5-(5-phenylvaleramido)benzofuran-2-carboxylic acid